1-(4-(1-methyl-1H-pyrazol-3-yl)-2-(4-(trifluoromethyl)benzyl)-5,8-dihydropyrido[3,4-d]pyrimidin-7(6H)-yl)propan-1-one CN1N=C(C=C1)C=1C2=C(N=C(N1)CC1=CC=C(C=C1)C(F)(F)F)CN(CC2)C(CC)=O